N-{(1R)-1-[3-(1,1-difluoro-2-methoxy-2-methylpropyl)-2-fluorophenyl]ethyl}-6-(dimethylphosphoryl)-2-methylpyrido[3,4-d]pyrimidin-4-amine FC(C(C)(C)OC)(F)C=1C(=C(C=CC1)[C@@H](C)NC=1C2=C(N=C(N1)C)C=NC(=C2)P(=O)(C)C)F